N-(4-(2-isopropoxypropan-2-yl)thiazol-2-yl)-1-(pyridin-4-ylmethyl)-1H-imidazole-2-carboxamide C(C)(C)OC(C)(C)C=1N=C(SC1)NC(=O)C=1N(C=CN1)CC1=CC=NC=C1